COC(C1=C(C(=CC=C1)C(C)C)C)=O isopropyl-2-methylbenzoic acid methyl ester